n-octyloxycarbonylmethyldisulfide C(CCCCCCC)OC(=O)CSSCC(=O)OCCCCCCCC